N-(4-(6-isopropyl-5-(8-methyl-[1,2,4]triazolo[1,5-a]pyridin-6-yl)-4H-pyrrolo[3,2-d]thiazol-2-yl)cyclohexyl)oxetan-3-amine C(C)(C)C1=C(NC2=C1N=C(S2)C2CCC(CC2)NC2COC2)C=2C=C(C=1N(C2)N=CN1)C